N1C(=NC2=C1C=CC=C2)C(N2C(C1=CC(=CC=C1C2)C2=CC=C(C=C2)C2CCN(CC2)C)=O)C2=C(C=CC(=C2)F)O 2-[1H-Benzimidazol-2-yl-(5-fluoro-2-hydroxy-phenyl)methyl]-6-[4-(1-methyl-4-piperidyl)phenyl]isoindolin-1-one